2-(2-hydroxyphenyl-5-methoxyphenyl)benzimidazole OC1=C(C=CC=C1)C1=C(C=C(C=C1)OC)C=1NC2=C(N1)C=CC=C2